N-ethyl-2,2-dimethyl-2-silamorpholin C(C)N1C[Si](OCC1)(C)C